COC1=CC(=NC(=C1)C1=CN=CN1C)C(=O)NC=1C=NC(=CC1)C(F)(F)F 4-methoxy-6-(1-methyl-1H-imidazol-5-yl)-N-(6-(trifluoromethyl)pyridin-3-yl)picolinamide